C(C)(C)(C)C1=CC=C(C=C1)C1=CC=C(C=C1)C[C@H](C(NC1=CC=C(C=C1)OC(F)(F)F)=O)NC1=CC=C(C(=O)NCCC(=O)OCC)C=C1 Ethyl (R)-3-(4-((3-(4'-(tert-butyl)-[1,1'-biphenyl]-4-yl)-1-oxo-1-((4-(trifluoromethoxy)phenyl)amino)propan-2-yl)amino)benzamido)propanoate